2,3-dichloro-5-((3-fluoropyridin-2-yl)oxy)pyridine ClC1=NC=C(C=C1Cl)OC1=NC=CC=C1F